N1=CC(=C2N1C=CC=N2)C2=CC(=NC=C2)N2CC1N(CC2)C(CCC1)=O 2-(4-(pyrazolo[1,5-a]pyrimidin-3-yl)pyridin-2-yl)octahydro-6H-pyrido[1,2-a]pyrazin-6-one